lithiocarboxylate [Li]C(=O)[O-]